BrC1=CC=2NC(N(C(C2S1)=O)C=1C2=C(C=NC1)N=C(N2C)C)=O 6-bromo-3-(1,2-dimethyl-1H-imidazo[4,5-c]pyridin-7-yl)thieno[3,2-d]pyrimidine-2,4(1H,3H)-dione